5-(5-fluoro-2-methoxy-phenyl)-1-methyl-2-oxo-pyridine-4-carboxylic acid methyl ester COC(=O)C1=CC(N(C=C1C1=C(C=CC(=C1)F)OC)C)=O